6-(benzyloxy)-8,8-difluoro-6-methyl-2-(1-((2-(trimethylsilyl)ethoxy)methyl)-1H-pyrazol-4-yl)-6,7,8,9-tetrahydrothieno[2,3-c]Quinolin-4(5H)-one C(C1=CC=CC=C1)OC1(CC(CC=2C3=C(C(NC12)=O)SC(=C3)C=3C=NN(C3)COCC[Si](C)(C)C)(F)F)C